1-(6-(4-(3-chloro-4-(pyridine-2-ylmethoxy)phenylamino)-5-fluoropyrimidin-2-ylamino)-2H-benzo[b][1,4]oxazin-4(3H)-yl)prop-2-en-1-one ClC=1C=C(C=CC1OCC1=NC=CC=C1)NC1=NC(=NC=C1F)NC1=CC2=C(OCCN2C(C=C)=O)C=C1